CC1=CC=CC2=C1N(CC1C(C(N2)=O)N(C(C1)=O)C1=NC(=CC(=C1)C(F)(F)F)C)CCN1CCN(CC1)C 6-Methyl-1-(6-methyl-4-(trifluoromethyl)pyridin-2-yl)-5-(2-(4-methylpiperazin-1-yl)ethyl)-1,3a,4,5,10,11a-hexahydro-2H-benzo[b]pyrrolo[2,3-f][1,4]diazocine-2,11(3H)-dione